8-methyl-7-toluenesulfonyl-5,6,7,8-tetrahydro-2,7-naphthyridine-3-carboxylic acid ethyl ester C(C)OC(=O)C=1N=CC=2C(N(CCC2C1)S(=O)(=O)CC1=CC=CC=C1)C